N[C@H](C=1N=C2N(N=CC(=C2)C(C)C2C(N[C@@H](C2)C(F)(F)F)=O)C1)C1CCC(CC1)(F)F (5S)-3-(1-(2-((S)-Amino(4,4-difluorocyclohexyl)methyl)imidazo[1,2-b]pyridazin-7-yl)ethyl)-5-(trifluoromethyl)pyrrolidin-2-one